1-(3-(2-(4-((3-methyl-4-((1-methyl-1H-benzo[d]imidazol-5-yl)oxy)phenyl)amino)pyrido[3,2-d]pyrimidin-6-yl)vinyl)pyrrolidin-1-yl)prop-2-en-1-one CC=1C=C(C=CC1OC1=CC2=C(N(C=N2)C)C=C1)NC=1C2=C(N=CN1)C=CC(=N2)C=CC2CN(CC2)C(C=C)=O